FC(OC1=CC=C(C=C1)C1=CN=C2N1C=CN=C2NC2=CC(=C(C(=O)N1CCN(CC1)C(=O)C1=CC=C(C=C1)CN1CCNCC1)C=C2)C)F [4-[4-[[3-[4-(difluoromethoxy)phenyl]imidazo[1,2-a]pyrazin-8-yl]amino]-2-methylbenzoyl]piperazin-1-yl]-[4-(piperazin-1-ylmethyl)phenyl]methanone